4-((2S,5S)-5-(Methoxymethyl)-2-methyl-4-(1-(4-(trifluoromethyl)phenyl)ethyl)piperazin-1-yl)-1-methyl-2-oxo-1,2-dihydropyrido[3,2-d]pyrimidine-6-carbonitrile COC[C@H]1N(C[C@@H](N(C1)C=1C2=C(N(C(N1)=O)C)C=CC(=N2)C#N)C)C(C)C2=CC=C(C=C2)C(F)(F)F